5-(2-(3-oxo-3-(4-(5-(trifluoromethyl)pyrimidin-2-yl)piperazin-1-yl)propoxy)propoxy)-4-(trifluoromethyl)-2-((2-(trimethylsilyl)ethoxy)methyl)pyridazin O=C(CCOC(COC=1C(=CN(NC1)COCC[Si](C)(C)C)C(F)(F)F)C)N1CCN(CC1)C1=NC=C(C=N1)C(F)(F)F